(2S,3R,5R)-3-((E)-(2-(3-(3,4-dihydroxyphenyl)propanoyl)hydrazono)methyl)-3-methyl-7-oxo-4-thia-1-azabicyclo[3.2.0]heptane-2-carboxylic acid 4,4-dioxide OC=1C=C(C=CC1O)CCC(=O)N\N=C\[C@]1([C@@H](N2C(C[C@H]2S1(=O)=O)=O)C(=O)O)C